2-{3-[4-(aminomethyl)piperidine-1-carbonyl]-5,6-dihydrocyclopenta[c]pyrazol-1(4H)-yl}-1-[4-(2,3-dimethylphenyl)piperazin-1-yl]ethan-1-one NCC1CCN(CC1)C(=O)C=1C2=C(N(N1)CC(=O)N1CCN(CC1)C1=C(C(=CC=C1)C)C)CCC2